COC1=CC=C(CNC(=O)C2=CC3=C(N=C(S3)C3CCNCC3)C=C2)C=C1 N-(4-methoxybenzyl)-2-(piperidin-4-yl)-benzo[d]thiazole-6-carboxamide